4-chloro-2-(4-iodo-1-methyl-1H-pyrazol-5-yl)-1-naphthonitrile ClC1=CC(=C(C2=CC=CC=C12)C#N)C1=C(C=NN1C)I